FC1=CC=C(C=C1)N1CC2=CC=CC=C2C=N1 2-(4-fluorophenyl)-2,3-naphthyridin